5-{6-[2-(4-Bromo-2-methyl-phenyl)-ethylamino]-pyrimidin-4-yl}-3-ethoxy-thiophen BrC1=CC(=C(C=C1)CCNC1=CC(=NC=N1)C1=CC(=CS1)OCC)C